C[C@@H]1C=2N(CCN1C(CC(CC1=C(C=C(C(=C1)F)F)F)=O)=O)C(=NC2)C(F)(F)F (R)-1-(8-methyl-3-(trifluoromethyl)-5,6-dihydroimidazo[1,5-a]pyrazin-7(8H)-yl)-4-(2,4,5-trifluorophenyl)butane-1,3-dione